benzyl ((((R,3S,5R)-5-(2-amino-6-oxo-1,6-dihydro-9H-purin-9-yl)-3-hydroxytetrahydrofuran-2-yl)methoxy)(naphthalen-1-yloxy)phosphoryl)-L-alaninate NC=1NC(C=2N=CN(C2N1)[C@H]1C[C@@H]([C@H](O1)COP(=O)(OC1=CC=CC2=CC=CC=C12)N[C@@H](C)C(=O)OCC1=CC=CC=C1)O)=O